6-bromo-5-methoxybenzo[b]Thiophene-2-carboxylic acid methyl ester COC(=O)C1=CC2=C(S1)C=C(C(=C2)OC)Br